C(C)\C(=C(/C(=O)OC1COCC1CN)\C(C1=C(C(=C(C(=C1)F)F)F)F)=O)\NCCCO 4-(aminomethyl)tetrahydrofuran-3-ol ethyl-(E)-3-(3-hydroxypropylamino)-2-(2,3,4,5-tetrafluorobenzoyl)prop-2-enoate